BrC=1C=CC(=NC1)N(C=1SC(=CN1)C1=NC(=NC=C1)OC1CCCCC1)COCC[Si](C)(C)C N-(5-bromopyridin-2-yl)-5-(2-(cyclohexyloxy)pyrimidin-4-yl)-N-((2-(trimethylsilyl)ethoxy)methyl)thiazol-2-amine